methyl 7-(4-((tert-butoxycarbonyl)amino)piperidin-1-yl)-2-methoxybenzo[d]thiazole-4-carboxylate C(C)(C)(C)OC(=O)NC1CCN(CC1)C=1C=CC(=C2N=C(SC21)OC)C(=O)OC